F[P-](F)(F)(F)(F)F.C(C)C=1C=[N+](C=CC1)CCCC 3-ethyl-N-butyl-pyridinium hexafluorophosphate